FC=1C=C(C=C(C1)F)NC1=C2N=CN(C2=NC(=N1)I)[C@H]1[C@@H]([C@@H]([C@@]2(C[C@H]12)C#N)O)O (1R,2R,3S,4R,5S)-4-(6-((3,5-difluorophenyl)amino)-2-iodo-9H-purin-9-yl)-2,3-dihydroxybicyclo[3.1.0]hexane-1-carbonitrile